[Ga]1=C(C=CC=C1)C(=O)[O-] gallaininate